OCCNC(=O)C=1N=NN(C1)CCCCC=1N=NC(=CC1)NC(CC1=CC(=CC=C1)OC(F)(F)F)=O N-(2-hydroxyethyl)-1-[4-(6-{2-[3-(trifluoromethoxy)phenyl]acetamido}pyridazin-3-yl)butyl]-1H-1,2,3-triazole-4-carboxamide